C(CC)N1C=2N(C=3N=CN(C3C1=O)COCC[Si](C)(C)C)C=CN2 5-propyl-3-(2-trimethylsilylethoxymethyl)imidazo[2,1-b]purin-4-one